C(CC)(=O)OC1=CC(=C(C=C1)C(C)(C)C)C(C)(C)C [3,4-di-tert-butylphenyl] propionate